ClC=1C=CC2=C(C(=N[C@H](C=3N2C(=NN3)SCC3CC3)CCC(=O)OC)C3=C(C=CC=C3)F)C1 methyl (S)-3-(8-chloro-1-((cyclopropylmethyl)thio)-6-(2-fluorophenyl)-4H-benzo[f][1,2,4]triazolo[4,3-a][1,4]diazepin-4-yl)propionate